ethyl 5-bromo-6-methyl-2-oxo-1-phenyl-1,2-dihydropyridine-3-carboxylate BrC=1C=C(C(N(C1C)C1=CC=CC=C1)=O)C(=O)OCC